Bis(4-tert-butylphenyl)sulfoxide C(C)(C)(C)C1=CC=C(C=C1)S(=O)C1=CC=C(C=C1)C(C)(C)C